4-(5-(1-benzyl-1H-pyrazol-4-yl)-1-methyl-2-oxo-1,2-dihydropyridin-4-yl)benzamide C(C1=CC=CC=C1)N1N=CC(=C1)C=1C(=CC(N(C1)C)=O)C1=CC=C(C(=O)N)C=C1